(1R,2S,5S)-tert-Butyl 2-(6-bromo-3-methylpyridin-2-ylcarbamoyl)-3-azabicyclo[3.1.0]hexane-3-carboxylate BrC1=CC=C(C(=N1)NC(=O)[C@@H]1[C@@H]2C[C@@H]2CN1C(=O)OC(C)(C)C)C